ClC1=C(N(C=C1)C)C1=NN=C(S1)NC(=O)C=1OC(C(=C(C1)NCCOC)OC)=O N-[5-(3-chloro-1-methylpyrrol-2-yl)-1,3,4-thiadiazol-2-yl]-5-methoxy-4-[(2-methoxyethyl)amino]-6-oxopyran-2-carboxamide